OC1=C(C=CC(=C1)O)C(\C=C\C1=CC=C(C=C1)O[C@H]1O[C@@H]([C@H]([C@@H]([C@H]1O)O)O)CO)=O (E)-1-(2,4-Dihydroxyphenyl)-3-[4-[(2R,3R,4S,5S,6R)-3,4,5-trihydroxy-6-(hydroxymethyl)oxan-2-yl]oxyphenyl]prop-2-en-1-one